NC1=C(C=C(C=N1)NC(C(=O)N1[C@@H](CC[C@H](C1)C)C1=C2C=NNC2=CC=C1)=O)CC N-(6-amino-5-ethyl-3-pyridyl)-2-[(2S,5R)-2-(1H-indazol-4-yl)-5-methyl-1-piperidyl]-2-oxo-acetamide